N-Acetyl-DL-threonine C(C)(=O)N[C@@H]([C@H](O)C)C(=O)O |r|